2-oxo-1-(3,4,5-trimethoxyphenyl)-2,3-dihydro-1H-imidazo[4,5-c]pyridine-4-carboxamide O=C1N(C2=C(C(=NC=C2)C(=O)N)N1)C1=CC(=C(C(=C1)OC)OC)OC